ethyl (E)-5-(3-(2-(tert-butoxy)-2-oxoethyl)phenyl)pent-4-enoate C(C)(C)(C)OC(CC=1C=C(C=CC1)/C=C/CCC(=O)OCC)=O